Cl.Cl.FC(C1=CC=C2C(=N1)N(C=N2)CCC[C@H]2NCCC[C@@H]2O)(F)F (2R,3S)-2-(3-(5-(trifluoromethyl)-3H-imidazo[4,5-b]pyridin-3-yl)propyl)piperidin-3-ol dihydrochloride